(4-(benzyloxy)-2-nitrophenyl)(methyl)carbamic acid tert-butyl ester C(C)(C)(C)OC(N(C)C1=C(C=C(C=C1)OCC1=CC=CC=C1)[N+](=O)[O-])=O